C(C)OC(=O)C1(CSCC1O)N1C2=NC(=NC(=C2N=C1)N1CCCCC1)F.CC1=CC=CC2=C1N=C(S2)C2=CC=C(C=C2)N 4-methyl-2-(4-aminophenyl)benzothiazole (±)-Ethyl-3-(2-fluoro-6-(piperidin-1-yl)-9H-purin-9-yl)-4-hydroxytetrahydrothiophene-3-carboxylate